CC(C(=O)OC(CCCCCCCCC)(CCCCCC)CCCCCC)CCCCCC diHexyldecyl methyloctanoate